C(C)(C)OC1=CC=C(C=C1)C1=NC=C(C=N1)N 2-(4-isopropoxyphenyl)pyrimidin-5-amine